3-(Undec-10-enamido)-N-ethyl-N,N-dimethylpropan-1-aminium methyl-sulfate COS(=O)(=O)[O-].C(CCCCCCCCC=C)(=O)NCCC[N+](C)(C)CC